N1(CCCCC1)C1=NC=CC(=C1)B(O)O 2-Piperidinopyridine-4-boronic acid